C1(CC1)P(=O)(C1CC1)C1=CC(=NN1C)C=1C(=C(C=CC1)NC1=C(N=NC(=C1)NC1=NC=CC=C1)C(=O)N)OC 4-((3-(5-(dicyclopropylphosphoryl)-1-methyl-1H-pyrazol-3-yl)-2-methoxyphenyl)amino)-6-(pyridin-2-ylamino)pyridazine-3-carboxamide